[C@H]12CN(C[C@H](CC1)N2)C2=NC(=NC1=CC(=CC=C21)C2=C(C=CC1=CC=CC=C21)O)OC[C@H]2N(CCC2)C 1-(4-((1R,5S)-3,8-diazabicyclo[3.2.1]octan-3-yl)-2-(((S)-1-methylpyrrolidin-2-yl)methoxy)quinazolin-7-yl)naphthalen-2-ol